6-(5-(2-(4-Methylpiperazin-1-yl)pyridin-4-yl)-1H-pyrrolo[2,3-b]pyridin-3-yl)quinoline CN1CCN(CC1)C1=NC=CC(=C1)C=1C=C2C(=NC1)NC=C2C=2C=C1C=CC=NC1=CC2